C(CCCCCCCCCCCCCCC)[N+](CC)(C)C cetyl-dimethylethylammonium